DIALLYLAMIDE C(C=C)[N-]CC=C